COC(C1=CC(=C(C=C1)C1=NN(C=N1)C1=CC=C(C=C1)OC(F)(F)F)C)=O 3-methyl-4-(1-(4-(trifluoromethoxy)phenyl)-1H-1,2,4-triazol-3-yl)benzoic acid methyl ester